C(CCC)OC1=NN2C(C(=N1)N)=NC=C2CC2=CC=C(C=C2)C2CN(CC2)C 2-butoxy-7-(4-(1-methylpyrrolidin-3-yl)benzyl)imidazo[2,1-f][1,2,4]triazin-4-amine